3-(4-phenoxyphenyl)-1-(piperidine-3-yl)-1H-pyrazolo[3,4-D]pyrimidine-4-amine O(C1=CC=CC=C1)C1=CC=C(C=C1)C1=NN(C2=NC=NC(=C21)N)C2CNCCC2